tert-butyl 2-(1-(2-methoxyethyl)-3-methyl-1H-indazol-7-yl)-2-(3-((5-(5,6,7,8-tetrahydro-1,8-naphthyridin-2-yl)pentyl)oxy)azetidin-1-yl)acetate COCCN1N=C(C2=CC=CC(=C12)C(C(=O)OC(C)(C)C)N1CC(C1)OCCCCCC1=NC=2NCCCC2C=C1)C